C(C)(C)(C)OC(=O)N1[C@H]([C@H](CC1)N(C)C=1C2=C(N=C(N1)OC[C@]13CCCN3C[C@@H](C1)F)C(=C(N=C2)Cl)F)C cis-tert-butyl-3-((7-chloro-8-fluoro-2-(((2R,7aS)-2-fluorotetrahydro-1H-pyrrolizin-7a(5H)-yl)methoxy)pyrido[4,3-d]pyrimidin-4-yl)(methyl)amino)-2-methylpyrrolidine-1-carboxylate